CN[C@H](CO)[C@H](\C=C\C1=CC=C(C=C1)CCCCC)O (2R,3S,4E)-2-(methylamino)-5-(4-pentylphenyl)pent-4-ene-1,3-diol